(R/S)-3-amino-2-hydroxypropionate NC[C@H](C(=O)[O-])O |r|